C1(=CC=CC=C1)C(C1=CC=CC=C1)=NC1=C2C(=NN(C2=CC(=C1)C(=O)OC)C1OCCCC1)F methyl 4-((diphenylmethylene) amino)-3-fluoro-1-(tetrahydropyran-2-yl)-1H-indazole-6-carboxylate